3-[6-(2-chloro-4-fluoro-5-methoxy-phenyl)-3-(4-methyl-3-pyridyl)-2,4-dioxo-thieno[3,2-d]pyrimidin-1-yl]propanenitrile ClC1=C(C=C(C(=C1)F)OC)C1=CC=2N(C(N(C(C2S1)=O)C=1C=NC=CC1C)=O)CCC#N